n-undecanesulfonic acid C(CCCCCCCCCC)S(=O)(=O)O